C(C)OP(O)C.COC1=CC(=C(C=C1OC)C1=C(OC2=CC=CC=C2C1=O)C(=O)N)C(NC1=CC=C(C=C1)CCNCC=1C=C2C=NN(C2=CC1)C(C)=O)=O (4,5-Dimethoxy-2-((4-(2-(N-((1-acetyl-1H-indazol-5-yl)methyl)amino)ethyl)phenyl)carbamoyl)phenyl)-4-oxo-4H-chromene-2-carboxamide ethyl-Methylphosphonite